CC[N-]C.CC[N-]C.CC[N-]C.CC(C)(C)N=[Ta] (t-butylimido)tris(ethylmethylamino)tantalum(V)